chloro(decyl)dimethylchlorosilane ClC[Si](Cl)(C)CCCCCCCCCC